1,6-bis(citraconimido)hexane C1(C(C)=CC(N1CCCCCCN1C(C(C)=CC1=O)=O)=O)=O